ClC1=C(C=CC(=C1)S(F)(F)(F)(F)F)NC(CN1C=2N(C(C(=C1CC)N1CCNCC1)=O)N=C(N2)C2=CCCCCC2)=O N-(2-chloro-4-(pentafluoro-λ6-sulfaneyl)phenyl)-2-(2-(cyclohept-1-en-1-yl)-5-ethyl-7-oxo-6-(piperazin-1-yl)-[1,2,4]triazolo[1,5-a]pyrimidin-4(7H)-yl)acetamide